3-(3-chloro-4-fluorophenyl)-1-(2-cyanopyridin-4-yl)-1-((1-(tetrahydro-2H-pyran-2-yl)-1,4,5,7-tetrahydropyrano[3,4-c]pyrazol-3-yl)methyl)urea ClC=1C=C(C=CC1F)NC(N(CC=1C2=C(N(N1)C1OCCCC1)COCC2)C2=CC(=NC=C2)C#N)=O